7-bromo-4-(1H-imidazol-1-yl)-2-phenylquinoline BrC1=CC=C2C(=CC(=NC2=C1)C1=CC=CC=C1)N1C=NC=C1